CN(CCOC1=CC=C(C(=O)C2=CC=CC=C2)C=C1)C 4-[2-(dimethylamino)ethoxy]benzophenone